FC(C(=O)O)(F)F.C[C@@H]1N(C2=CC=CC=C2[C@@H](C1)NC1=CC=C(C=C1)CC1=CN=C2N1CCNC2)C(CC)=O 1-((2S,4R)-2-methyl-4-((4-((5,6,7,8-tetrahydroimidazo[1,2-a]pyrazin-3-yl)methyl)phenyl)amino)-3,4-dihydroquinolin-1(2H)-yl)propan-1-one trifluoroacetate